non-6-ene-7-carboxylate CCCCCC=C(CC)C(=O)[O-]